CC1(C23C(C(=CC1)C(CO)C)C(C(CC2)C3)(C)C)C 2-(2,2,7,7-tetramethyltricyclo[6.2.1.0(1,6)]undec-5(4)-en-5-yl)propan-1-ol